(4-hydroxyphenyl)-3-methoxypropane-1-one OC1=CC=C(C=C1)C(CCOC)=O